FC1=C(C(=CC=C1NC1=NC(=CC(=N1)C)NC)OC)N1N=CC(=C1)C(=O)OCC ethyl 1-(2-fluoro-6-methoxy-3-[[4-methyl-6-(methylamino) pyrimidin-2-yl] amino] phenyl)-1H-pyrazole-4-carboxylate